COC1=CC=C(C=C1)CN1N=C(C=CC1=O)C1=CC=C(C#N)C=C1 4-[1-[(4-methoxyphenyl)methyl]-6-oxo-pyridazin-3-yl]benzonitrile